tert-butyl (R)-4-(cyclohexylmethyl)-3-(difluoromethyl)piperazine-1-carboxylate C1(CCCCC1)CN1[C@H](CN(CC1)C(=O)OC(C)(C)C)C(F)F